trimethyl-[2-[[3-(4,4,5,5-tetramethyl-1,3,2-dioxaborolan-2-yl)pyrazol-1-yl]methoxy]ethyl]silane C[Si](CCOCN1N=C(C=C1)B1OC(C(O1)(C)C)(C)C)(C)C